N1C(=CC=2C1=NC=CC2)C#N 1H-pyrrolo[2,3-b]Pyridine-2-carbonitrile